C(C1=CC=CC=C1)OC(=O)N(CCN(S(=O)(=O)NC(OC(C)(C)C)=O)C=1C=NN(C1)C)C Tert-butyl N-[(2-{[(benzyloxy)carbonyl](methyl)-amino}ethyl)(1-methyl-1H-pyrazol-4-yl)sulfamoyl]carbamate